1-[4-[(4,5-dichloro-2-methoxyphenyl)(hydroxy)methyl]piperidin-1-yl]ethan-1-one ClC1=CC(=C(C=C1Cl)C(C1CCN(CC1)C(C)=O)O)OC